N1C[C@@H](CCC1)CN1CCC(CC1)N1C=CC2=C(C=CC=C12)N1C(NC(CC1)=O)=O (R)-1-(1-(1-(piperidin-3-ylmethyl)piperidin-4-yl)-1H-indol-4-yl)dihydropyrimidine-2,4(1H,3H)-dione